P(=O)(OCC=C(C)C)([O-])[O-] dimethylallyl phosphate